FC(C1=C(C=CC(=C1)C(F)(F)F)CC(=O)N(CC=1OC(=NN1)C1=NC=C(C=C1)C1CNCC1)C1=CC=C(C=C1)F)(F)F 2-(2,4-bis(trifluoromethyl)phenyl)-N-(4-fluorophenyl)-N-((5-(5-(pyrrolidin-3-yl)pyridin-2-yl)-1,3,4-oxadiazol-2-yl)methyl)acetamide